7-bromo-9-chloro-4-[(2-chloropyrimidin-5-yl)methyl]-3,5-dihydro-2H-1,4-benzoxazepine BrC=1C=C(C2=C(CN(CCO2)CC=2C=NC(=NC2)Cl)C1)Cl